7-hydroxy-1-methyl-4-[4-(5-methyl-1,3-benzoxazol-2-yl)piperidin-1-yl]-2-oxo-1,2-dihydroquinoline-3-carbonitrile OC1=CC=C2C(=C(C(N(C2=C1)C)=O)C#N)N1CCC(CC1)C=1OC2=C(N1)C=C(C=C2)C